tert-butyl (3-(3-benzyl-7-((1-methyl-1H-pyrazol-4-yl)amino)-2-oxo-3,4-dihydropyrimido[4,5-d]pyrimidin-1(2H)-yl)phenyl)carbamate C(C1=CC=CC=C1)N1C(N(C2=NC(=NC=C2C1)NC=1C=NN(C1)C)C=1C=C(C=CC1)NC(OC(C)(C)C)=O)=O